C(C)(C)(C)OC(=O)N1C(=CC2=CC=C(C=C12)OC)C=1OC2=C(C1CCO[Si](C1=CC=CC=C1)(C1=CC=CC=C1)C(C)(C)C)C(=CC(=C2)C(=O)OCC)OC 2-(3-(2-((tert-butyldiphenylsilyl)oxy)ethyl)-6-(ethoxycarbonyl)-4-methoxybenzofuran-2-yl)-6-methoxy-1H-indole-1-carboxylic acid tert-butyl ester